1-[5-[cyclopropyl-fluoro-(4-methyl-4H-1,2,4-triazol-3-yl)methyl]pyridin-3-yl]-6-fluoro-4-[[(3S)-3-methylpiperidin-1-yl]methyl]benzo[cd]indol-2(1H)-one C1(CC1)C(C=1C=C(C=NC1)N1C(C2=C3C(C(=CC=C13)F)=CC(=C2)CN2C[C@H](CCC2)C)=O)(C2=NN=CN2C)F